tert-butyl (S)-4-(2-chloro-7-(8-chloro-7-fluoronaphthalen-1-yl)-8-fluoropyrido[4,3-d]pyrimidin-4-yl)-2-(cyanomethyl)piperazine-1-carboxylate ClC=1N=C(C2=C(N1)C(=C(N=C2)C2=CC=CC1=CC=C(C(=C21)Cl)F)F)N2C[C@@H](N(CC2)C(=O)OC(C)(C)C)CC#N